O=C1C(CN(C1=O)CC(F)(F)F)C(=O)O 4,5-dioxo-1-(2,2,2-trifluoroethyl)pyrrolidine-3-carboxylic acid